ClC=1C(=NC(=NC1)NC=1C=C(C(=CC1)N(C)CCN(C)C)N)C1=CN(C2=C(C=CC=C12)C)C N4-(5-chloro-4-(1,7-dimethyl-1H-indol-3-yl)pyrimidin-2-yl)-N1-(2-(dimethylamino)ethyl)-N1-methylbenzene-1,2,4-triamine